ClC1=C(OC=2C(=C3C4(C(NC3=CC2)=O)CCC4)C)C(=CC(=C1)[N+](=O)[O-])Cl 5'-(2,6-dichloro-4-nitrophenoxy)-4'-methyl-1'H-spiro[cyclobutane-1,3'-indol]-2'-one